2-(2-chloroacetamido)-4-methyl-N-o-tolylthiophene-3-carboxamide ClCC(=O)NC=1SC=C(C1C(=O)NC1=C(C=CC=C1)C)C